(2-chloropyrimidin-4-yl)-1-isopropyl-1H-indazole ClC1=NC=CC(=N1)C1=NN(C2=CC=CC=C12)C(C)C